3-(4-(4-(1-(2-(6-((6-acetyl-8-cyclopentyl-5-methyl-7-oxo-7,8-dihydropyrido[2,3-d]pyrimidin-2-yl)amino)pyridin-3-yl)ethyl)piperidin-4-yl)piperazin-1-yl)phenyl)piperidine-2,6-dione C(C)(=O)C1=C(C2=C(N=C(N=C2)NC2=CC=C(C=N2)CCN2CCC(CC2)N2CCN(CC2)C2=CC=C(C=C2)C2C(NC(CC2)=O)=O)N(C1=O)C1CCCC1)C